17'-fluoro-5'-(4-methylpiperazin-1-yl)-7',11'-dioxa-20',23',24'-triazaspiro[cyclopropane-1,9'-pentacyclo[17.5.2.12,6.013,18.022,25]heptacosane] FC1CCCC2COCC3(COC4C(CCC(C5NNC6CNC(C12)CC56)C4)N4CCN(CC4)C)CC3